BrC1=C(N=CC2=CC(=CC=C12)C1=C(C=CC=C1C)Cl)N 4-bromo-7-(2-chloro-6-methyl-phenyl)isoquinolin-3-amine